F[C@@H]1CN(CC[C@@H]1NC1=NN2C(C(=N1)OC)=C(C(=C2)F)C=2C=CC1=C(N(N=N1)C[C@@H](C)F)C2)C(C)=O 1-((3R,4S)-3-fluoro-4-((6-fluoro-5-(1-((R)-2-fluoropropyl)-1H-benzo[d][1,2,3]triazol-6-yl)-4-methoxypyrrolo[2,1-f][1,2,4]triazin-2-yl)amino)piperidin-1-yl)ethan-1-one